tert-butyl 4-(5-((4-(1-(tert-butoxycarbonyl)-1,2,3,6-tetrahydropyridin-4-yl)-3-chlorophenyl)carbamoyl)thiophen-2-yl)-3,6-dihydropyridine-1(2H)-carboxylate C(C)(C)(C)OC(=O)N1CCC(=CC1)C1=C(C=C(C=C1)NC(=O)C1=CC=C(S1)C=1CCN(CC1)C(=O)OC(C)(C)C)Cl